2,10,10-trimethylphenanthrene CC1=CC=2C(CC3=CC=CC=C3C2C=C1)(C)C